(R)-N-(1-(dibenzo[b,d]furan-2-yl)ethyl)pyrazin-2-amine C1=C(C=CC=2OC3=C(C21)C=CC=C3)[C@@H](C)NC3=NC=CN=C3